F[P-](F)(F)(F)(F)F.C(C)N1CN(C=C1)C 1-ethyl-3-methylimidazole hexafluorophosphate salt